COC=1C=C(C=C(C1OC)O)CCC1=CC(=C(C=C1)O)OC 3,4,3'-Trimethoxy-5,4'-dihydroxybibenzyl